[N+](=O)([O-])C=1C=C(CC2(NC(=NC=3N2N=CC3)N)N)C=CC1 4-(3-nitrobenzyl)pyrazolo[1,5-a][1,3,5]triazine-2,4-diamine